1-benzyl-1H-pyrrolo[2,3-b]pyridine-2,3-dione C(C1=CC=CC=C1)N1C(C(C=2C1=NC=CC2)=O)=O